C(C)(C)(C)OC(=O)N1C[C@@H]2COC3=C(CN2CC1)C=CC(=C3F)Br (12aR)-9-bromo-10-fluoro-3,4,12,12a-tetrahydro-6H-pyrazino[2,1-c][1,4]benzoxazepine-2(1H)-carboxylic acid tert-butyl ester